C(C1=CC=CC=C1)SC[C@H]1[C@@H](C1)C(=O)NC1CCC(CC1)O (1R,2R)-2-((benzylthio)methyl)-N-((1r,4R)-4-hydroxycyclohexyl)cyclopropane-1-carboxamide